(2-fluoro-3-methoxy-6-(3-ethyl-1H-1,2,4-triazol-1-yl)phenyl)methylamine FC1=C(C(=CC=C1OC)N1N=C(N=C1)CC)CN